C(C)O[C@H]1CC[C@H](CC1)NC=1N=CC2=C(N1)NC=C2C2=CC1=C(C(NCCO1)=O)C=C2 8-(2-((cis-4-ethoxycyclohexyl)amino)-7H-pyrrolo[2,3-d]pyrimidin-5-yl)-3,4-dihydrobenzo[f][1,4]oxazepin-5(2H)-one